FC1=CC=C2[C@H](N3C(C2=C1)=CN=C3)[C@H]3[C@H](CC3)O (1S,2S)-2-((R)-8-Fluoro-5H-imidazo[5,1-a]isoindol-5-yl)cyclobutan-1-ol